CN(CCN(C1=CC(=C(C=C1[N+](=O)[O-])NC1=NC=C2C(=N1)N(C(N(C2)C2=CC=CC=C2)=O)C)OC)C)C 7-((4-((2-(dimethylamino)ethyl)(methyl)amino)-2-methoxy-5-nitrophenyl)amino)-1-methyl-3-phenyl-3,4-dihydropyrimido[4,5-d]pyrimidin-2(1H)-one